OC1=CC=C(C=C1)CCC(=O)O 4-hydroxybenzenepropanoic acid